C(C)(C)(C)C=1C=C2C=NN(C(C2=C(C1)F)=O)C1=NC=CC(=C1C=O)I 2-(6-tert-butyl-8-fluoro-1-oxo-phthalazin-2-yl)-4-iodo-pyridine-3-carbaldehyde